N-((R)-1-(3-(difluoromethyl)-2-fluorophenyl)ethyl)-5-methyl-1-(tetrahydrofuran-3-yl)-1H-pyrrolo[2,3-g]phthalazin-8-amine FC(C=1C(=C(C=CC1)[C@@H](C)NC1=NN=C(C=2C=C3C(=CC12)N(C=C3)C3COCC3)C)F)F